nitrilotriacetic acid nickel [Ni].N(CC(=O)O)(CC(=O)O)CC(=O)O